4-(3-(isothiazol-4-yl)-1-methyl-1H-pyrazol-4-yl)-7-methoxyquinazolin-6-amine S1N=CC(=C1)C1=NN(C=C1C1=NC=NC2=CC(=C(C=C12)N)OC)C